4-bromo-phenylbenzophenone hydrazone BrC1=CC=C(C=C1)C1=C(C(C2=CC=CC=C2)=NN)C=CC=C1